(1R,2S,3R,5R)-3-(4-(Methylamino)-7H-pyrrolo[2,3-d]pyrimidin-7-yl)-5-(((3-(phenethylamino)propyl)(phenyl)amino)methyl)cyclopentane-1,2-diol CNC=1C2=C(N=CN1)N(C=C2)[C@H]2[C@@H]([C@@H]([C@H](C2)CN(C2=CC=CC=C2)CCCNCCC2=CC=CC=C2)O)O